O1C(C1)C1CCCCC1 4-(2-oxiranyl)cyclohexane